CC1=CSC2=C1N=CN=C2N[C@H](CN2CCN(CC2)S(=O)(=O)C2=CN=C(S2)C2=CC=CC=C2)C 7-methyl-N-[(2S)-1-{4-[(2-phenyl-1,3-thiazol-5-yl)sulfonyl]piperazin-1-yl}propan-2-yl]thieno[3,2-d]pyrimidin-4-amine